C(CCC)[Sn](CCCC)=O Dibutyl-Tin(IV)-Oxide